3-(4-(3-chloro-4-((3,5-difluoropyridin-2-yl)methoxy)-5',6-dimethyl-2-carbonyl-2H-[1,4'-bipyridyl]-2'-yl)thiazol-2-yl)-3-methylbutyronitrile ClC=1C(N(C(=CC1OCC1=NC=C(C=C1F)F)C)C1=CC(=NC=C1C)C=1N=C(SC1)C(CC#N)(C)C)=C=O